C(CCCCCCCCCCCCCCCCC)N.BrC1=CC=CC=2NN=NC21 bromobenzotriazole octadecylamine salt